C(#N)C1=C(C=C2C=C(N=CC2=C1)NCCCS(N)(=O)=O)C(F)(F)P(O)(O)=O ((7-cyano-3-((3-sulfamoylpropyl)amino)isoquinolin-6-yl)difluoromethyl)phosphonic acid